O=C1C=CC(=CN1)C1=NC(=CC=C1)C(=O)N 6'-oxo-1',6'-dihydro-[2,3'-bipyridine]-6-carboxamide